COC(CNCC1=CC=C(C=C1)C=1OC(=NN1)C=1C(=C(C=CC1)C1=CC=CC=C1)Cl)=O (4-(5-(2-Chloro-[1,1'-biphenyl]-3-yl)-1,3,4-oxadiazol-2-yl)benzyl)glycine methyl ester